3-[dimethyl-[2-(trivinylsilyl)ethyl]silyl]propanol C[Si](CCCO)(CC[Si](C=C)(C=C)C=C)C